2-TERTIARY-BUTYLCYCLOHEXYL ACETATE C(C)(=O)OC1C(CCCC1)C(C)(C)C